C1=CC=CC=2C3=CC=CC=C3N(C12)C1=CC(=CC(=C1)N1C2=CC=CC=C2C=2C=CC=CC12)N1C2=CC=CC=C2C=2C=CC=CC12 1,3,5-Tris(carbazol-9-yl)benzene